N-(2-(1H-indol-3-yl)ethyl)-N-(3-methoxybenzyl)2-methylprop-2-en-1-amine N1C=C(C2=CC=CC=C12)CCN(CC(=C)C)CC1=CC(=CC=C1)OC